ethyl 2-((diphenylmethylene)amino)acetate C1(=CC=CC=C1)C(C1=CC=CC=C1)=NCC(=O)OCC